COC(=O)C1=CC2=C(N=C(S2)Br)C(=C1)C 2-bromo-4-methylbenzo[d]thiazole-6-carboxylic acid methyl ester